(R)-N2-(cyclopropyl(1-(difluoromethyl)-1H-pyrazol-3-yl)methyl)-6-(3-methylimidazo[1,5-a]pyridin-6-yl)-1,3,5-triazine-2,4-diamine C1(CC1)[C@@H](NC1=NC(=NC(=N1)N)C=1C=CC=2N(C1)C(=NC2)C)C2=NN(C=C2)C(F)F